C(C)(C)(C)OC(N(C=1C=NC2=CC=CC=C2C1)C1=C(C=CC=C1)N1N=CC=C1CO)=O {2-[5-(hydroxymethyl)-1H-pyrazol-1-yl]phenyl}quinolin-3-ylcarbamic acid tert-butyl ester